C(C)(C)(C)[S@](=O)N[C@](C(=O)[O-])(CC(C)(C)C)C1=C(C=C(C=C1)OC)F (R)-2-(((S)-tert-butylsulfinyl) amino)-2-(2-fluoro-4-methoxyphenyl)-4,4-dimethylpentanoate